OC[C@@H](C)NC1=NNC2=NC=CC(=C21)OC2=CC=C(C=C2)NC(=O)C=2C(N(N1C2COCC1)C1=CC=CC=C1)=O (R)-N-(4-((3-((1-hydroxy-prop-2-yl)amino)-1H-pyrazolo[3,4-b]pyridin-4-yl)oxy)phenyl)-2-oxo-1-phenyl-2,4,6,7-tetrahydro-1H-pyrazolo[5,1-c][1,4]oxazine-3-carboxamide